((R)-3-aminopiperidin-1-yl)(2-(1-(cyclopropylmethyl)-7-(1-((1R,3s)-3-hydroxycyclohexane-1-carbonyl)azetidin-3-yl)-1H-indol-2-yl)-3-methylpyrazolo[1,5-a]pyridin-6-yl)methanone N[C@H]1CN(CCC1)C(=O)C=1C=CC=2N(C1)N=C(C2C)C=2N(C1=C(C=CC=C1C2)C2CN(C2)C(=O)[C@H]2C[C@H](CCC2)O)CC2CC2